C(C)(C)OC(=O)N1[C@H](CN(CC1)CC1=C(C(=CC(=C1)C)NC=1OC(=NN1)C[C@H](C(F)(F)F)O)C)C (2S)-4-[[2,5-dimethyl-3-[[5-[(2R)-3,3,3-trifluoro-2-hydroxy-propyl]-1,3,4-oxadiazol-2-yl]amino]phenyl]methyl]-2-methyl-piperazine-1-carboxylic acid isopropyl ester